(4-ethynylphenyl)methanamine C(#C)C1=CC=C(C=C1)CN